Cl.N[C@@H]1C(N(C2=C(C=CC=C2)C2(CC2)C1)C)=O (3S)-3-amino-1-methyl-1,2,3,4-tetrahydrospiro[1-benzazepine-5,1-cyclopropane]-2-one hydrochloride